CC1(CN(CC1)CC=1C=C(C(=O)OC)C=CC1C1=CC(=NC=C1F)OC)C methyl 3-[(3,3-dimethylpyrrolidin-1-yl)methyl]-4-(5-fluoro-2-methoxy-4-pyridyl)benzoate